FC=1C=CC2=C(C(=C(S2)C2=CC=C(C=C2)S(=O)(=O)C)C=2C(N(N=C(C2O)C)C)=O)C1 4-[5-fluoro-2-(4-methylsulfonylphenyl)benzothien-3-yl]-5-hydroxy-2,6-dimethyl-pyridazin-3-one